C1(=CC=CC=C1)C#CC=1C=NC=2[C@@H]3[C@H](N(CC2C1)C(=O)OC)CCCC3 |r| (rac)-cis-Methyl 3-(phenylethynyl)-6a,7,8,9,10,10a-hexahydrobenzo[h][1,6]naphthyridine-6(5H)-carboxylate